[F-].C[SiH2]C1=CC=CC=C1 methylphenylsilane fluoride